ClC1=NC=C(C(=C1)C=1C=NC=CC1C(=O)NC=1SC(=NN1)C#CC1=NNC(=C1)C)OC 3-(2-chloro-5-methoxy-4-pyridyl)-N-[5-[2-(5-methyl-1H-pyrazol-3-yl)ethynyl]-1,3,4-thiadiazol-2-yl]pyridine-4-carboxamide